5-chloro-2-[(6-chloro-3-pyrrolidin-3-yl-4-quinolinyl)amino]benzoic acid ClC=1C=CC(=C(C(=O)O)C1)NC1=C(C=NC2=CC=C(C=C12)Cl)C1CNCC1